tert-butyl 4-(4-hydroxyphenyl)-4-methoxy-piperidine-1-carboxylate OC1=CC=C(C=C1)C1(CCN(CC1)C(=O)OC(C)(C)C)OC